3-((3-(5-hexyl-5-octyl-1,3-dioxan-2-yl)propanoyl)oxy)-2-(hydroxymethyl)propyl (9Z,12Z)-octadeca-9,12-dienoate C(CCCCCCC\C=C/C\C=C/CCCCC)(=O)OCC(COC(CCC1OCC(CO1)(CCCCCCCC)CCCCCC)=O)CO